(S)-(5-(6-chloro-7-fluoro-3-(1H-imidazol-1-yl)-5-methoxy-1-methyl-1H-indol-2-yl)-4H-1,2,4-triazol-3-yl)(3-hydroxypyrrolidin-1-yl)methanone ClC1=C(C=C2C(=C(N(C2=C1F)C)C=1NC(=NN1)C(=O)N1C[C@H](CC1)O)N1C=NC=C1)OC